NC=1C(=NC(=CN1)C1=CC(=NC=C1)C=1C=NN(C1)CC(C)(C)O)C(=O)N[C@@H]1CNC2(CC2)CC1 (S)-3-amino-6-(2-(1-(2-hydroxy-2-methylpropyl)-1H-pyrazol-4-yl)pyridin-4-yl)-N-(4-azaspiro[2.5]octan-6-yl)pyrazine-2-carboxamide